3-(o-tolyloxy)propane-1,2-diol C1(=C(C=CC=C1)OCC(CO)O)C